N-(3-((1,4-dioxo-1,4-dihydronaphthalen-2-yl)amino)phenyl)-2-methyl-3,5-dinitrobenzamide O=C1C(=CC(C2=CC=CC=C12)=O)NC=1C=C(C=CC1)NC(C1=C(C(=CC(=C1)[N+](=O)[O-])[N+](=O)[O-])C)=O